BrC1=CC2=C(N=C(N=C2)N[C@@H]2CN(C[C@H](C2)F)C(=O)OCC2=CC=CC=C2)N(C1=O)C1CC1 Benzyl (3S,5S)-3-((6-bromo-8-cyclopropyl-7-oxo-pyrido[2,3-d]pyrimidin-2-yl)amino)-5-fluoro-piperidine-1-carboxylate